OCCN(C1=CC=C(C=C1)C(C)C)CCO N,N-Bis(2-hydroxyethyl)-4-isopropylaniline